2-(5-chloro-2-methyl-1H-indol-3-yl)ethan-1-ol 5-hydroxymethylcytidine-5'-triphosphate P(O)(=O)(OP(=O)(O)OP(=O)(O)O)OC[C@@H]1[C@H]([C@H]([C@@H](O1)N1C(=O)N=C(N)C(=C1)CO)O)O.ClC=1C=C2C(=C(NC2=CC1)C)CCO